ClC=1C(=C(C(=O)NCC)C=C(C1)Cl)NC 3,5-dichloro-N-ethyl-2-methylaminobenzamide